N[C@@H](C(=O)N1CCN(CC1)C)[C@@H](C)C1=C(C(=C(C=C1)[N+](=O)[O-])F)Cl (2R,3S)-2-amino-3-(2-chloro-3-fluoro-4-nitrophenyl)-1-(4-methylpiperazin-1-yl)butan-1-one